Glycerol monooleate C(CCCCCCC\C=C/CCCCCCCC)(=O)OCC(O)CO